tert-Butyl (3-morpholinobicyclo[1.1.1]pentan-1-yl)carbamate O1CCN(CC1)C12CC(C1)(C2)NC(OC(C)(C)C)=O